C(C=C)(=O)NN1C[C@@H](CC1)C=1N=C2C(=NC1)NC=C2C#CC2=CC(=CC(=C2)OC)OC (R)-2-(1-acrylamido-3-pyrrolidinyl)-7-(3,5-dimethoxyphenylethynyl)-5H-pyrrolo[2,3-b]pyrazine